1-propyl-3-methylimidazolium chloride salt [Cl-].C(CC)N1C=[N+](C=C1)C